NCC=1C=C(C=CC1)C=1C=C(C2=C(C(=CO2)COC2=C(C=CC=C2)CC(=O)O)C1)C(F)(F)F 2-(2-((5-(3-(aminomethyl)phenyl)-7-(trifluoromethyl)benzofuran-3-yl)methoxy)phenyl)acetic acid